(R)-6,6'-dimethyl-3,3'-di-tert-butyl-5,5'-dibromo-2,2'-biphenol CC=1C(=CC(=C(C1O)C=1C(=C(C(=CC1C(C)(C)C)Br)C)O)C(C)(C)C)Br